tert-butyl (3-(N-(2,4-dimethoxybenzyl)-4-methoxybenzamido) cyclobutyl)carbamate COC1=C(CN(C(C2=CC=C(C=C2)OC)=O)C2CC(C2)NC(OC(C)(C)C)=O)C=CC(=C1)OC